NCCC=1C(C(C(=NC1)C)OCC1=CC=CC=C1)=O (2-aminoethyl)-2-methyl-3-benzyloxypyridin-4-one